BrCC1=C(C=C(S1)C(=O)[O-])B1OC(C(O1)(C)C)(C)C 5-(bromomethyl)-4-(4,4,5,5-tetramethyl-1,3,2-dioxaborolan-2-yl)thiophene-2-carboxylate